(3-acrylamidopropyl)trimethylammonium trifluoromethanesulfonate FC(S(=O)(=O)[O-])(F)F.C(C=C)(=O)NCCC[N+](C)(C)C